N-[[4-[(5S)-5-(3,5-dichloro-4-fluorophenyl)-5-(trifluoromethyl)-4H-isoxazol-3-yl]-2,3-dihydrobenzofuran-7-yl]methyl]propenamide ClC=1C=C(C=C(C1F)Cl)[C@@]1(CC(=NO1)C1=CC=C(C2=C1CCO2)CNC(C=C)=O)C(F)(F)F